C(C1=CC=CC=C1)OC1=C(C=CC=C1)C#CCNC(OC(C)(C)C)=O tert-Butyl (3-(2-(benzyloxy)phenyl)prop-2-yn-1-yl)carbamate